O1COC2=C1C=CC=C2CNCC2=CC(=NC=C2)N2CCC(CC2)(C)C N-(1,3-Benzodioxol-4-ylmethyl)-1-[2-(4,4-dimethyl-1-piperidinyl)-4-pyridinyl]methylamine